C(C1=CC=CC=C1)OC1=C(N2C(C3=C(C=CC=C13)N1CCCCC1)=NC=N2)C(=O)O 6-(benzyloxy)-10-(piperidin-1-yl)-[1,2,4]triazolo[5,1-a]isoquinoline-5-carboxylic acid